2-Benzyl-8,8-dimethyl-7a,8-dihydrobenzo[d]naphtho[1,2-f]pyrazolo[5,1-b][1,3]oxazepin-9(10H)-one C(C1=CC=CC=C1)C=1C=CC=2C=CC3=C(C4=C(N5C(O3)C(C(N5)=O)(C)C)C=CC=C4)C2C1